tert-butyl 2-(but-3-yn-1-yl)piperidine-1-carboxylate C(CC#C)C1N(CCCC1)C(=O)OC(C)(C)C